O=C1NC(CCC1N1C(C2=CC=CC(=C2C1=O)OCCCCCNC(OC(C)(C)C)=O)=O)=O tert-Butyl (5-((2-(2,6-dioxopiperidin-3-yl)-1,3-dioxoisoindolin-4-yl)oxy)pentyl)carbamate